C1(=CC=CC=C1)S(=O)(=O)NC=1C=C(C=CC1)/C=C/CCCOC1=C(C=CC=C1)CCC(=O)NS(=O)(=O)C 3-[2-[(E)-5-[3-(Benzenesulfonamido)phenyl]pent-4-enoxy]phenyl]-N-methylsulfonylpropanamide